3-((5-(imidazo[1,2-a]pyridin-6-yl)-4-methoxy-7H-pyrrolo[2,3-d]pyrimidin-2-yl)amino)-N,N,1-trimethylcyclobutane-1-carboxamide N=1C=CN2C1C=CC(=C2)C2=CNC=1N=C(N=C(C12)OC)NC1CC(C1)(C(=O)N(C)C)C